N-[4-(difluoromethoxy)-2,5-difluorophenyl]-5-thiophen-3-yl-1H-pyrrole-3-sulfonamide FC(OC1=CC(=C(C=C1F)NS(=O)(=O)C1=CNC(=C1)C1=CSC=C1)F)F